O[C@H]1C[C@@H]([C@@H]2[C@H]1OC(O2)(C)C)CC2CC(C2)C(=O)OC methyl 3-{[(3aR,4S,6S,6aS)-6-hydroxy-2,2-dimethyl-tetrahydro-3aH-cyclopenta[d][1,3]dioxol-4-yl]methyl}cyclobutane-1-carboxylate